C(C)(C)C1=C(C(=CC=C1)N)N isopropylbenzene-1,2-diamine